(+/-)-1-tert-butyl 3-ethyl (trans,trans)-4-(4-methoxyphenyl)-2-methylpiperidine-1,3-dicarboxylate COC1=CC=C(C=C1)C1C(C(N(CC1)C(=O)OC(C)(C)C)C)C(=O)OCC